tert-butyl 3-hydroxy-4-phenyl-1H-pyrazole-1-carboxylate OC1=NN(C=C1C1=CC=CC=C1)C(=O)OC(C)(C)C